trimethyl-[2-[(4-morpholin-2-ylpyrazol-1-yl)methoxy]ethyl]silane C[Si](CCOCN1N=CC(=C1)C1CNCCO1)(C)C